2-{4-[(E)-3-(3-Butylaminopyrrolidin-1-yl)-propenyl]phenyl}-3-(3-hydroxyphenyl)-4-methyl-2H-chromen-6-ol C(CCC)NC1CN(CC1)C/C=C/C1=CC=C(C=C1)C1OC2=CC=C(C=C2C(=C1C1=CC(=CC=C1)O)C)O